C(C=C)N(C(=O)[C@H]1CN(C)[C@@H]2CC3=CNC4=CC=CC(C2=C1)=C34)CC=C N,N-diallyl-lysergamide